tert-butyl-{4-cyano-6-[(3-methylphenyl) amino] pyrimidin-2-yl}-5-amino-1H-pyrazole-4-carboxylate C(C)(C)(C)OC(=O)C=1C=NN(C1N)C1=NC(=CC(=N1)C#N)NC1=CC(=CC=C1)C